(5-carboxyfurfuryl) ether C(=O)(O)C1=CC=C(COCC2=CC=C(O2)C(=O)O)O1